O1B=CC2=C1C=C(C=C2)C(=O)O benzoxaborole-6-carboxylic acid